ClC=1C=CC=C2C(N=C(NC12)C1=CC(=CO1)C1=C(C(=O)O)C=CC=C1)(C)C (5-(8-chloro-4,4-dimethyl-1,4-dihydroquinazolin-2-yl)furan-3-yl)benzoic acid